ethyl(chloro)aluminium ethoxide [O-]CC.C(C)[Al+]Cl